ClC1=CC(=C(C=C1)NC=1C2=C(N=CN1)C=CC(=N2)N2CC1(CCN1)C2)F N-(4-Chloro-2-fluorophenyl)-6-(1,6-diazaspiro[3.3]heptan-6-yl)pyrido[3,2-d]pyrimidin-4-amine